C(C1=CC=CC=C1)[N+]1=CC=CC=C1 Benzyl-Pyridinium